trans-phenyl(6-(2-(piperidin-4-ylmethylamino)cyclopropyl)-3,4-dihydroquinolin-1(2H)-yl)methanone C1(=CC=CC=C1)C(=O)N1CCCC2=CC(=CC=C12)[C@H]1[C@@H](C1)NCC1CCNCC1